FC1=C(C(=C(C=C1C(F)(F)F)C1=C(C=CC=C1C)C)F)F trifluoro-2',6'-dimethyl-5-(trifluoromethyl)-[1,1'-biphenyl]